ClC1=NC=C(C(=N1)Cl)NC(=O)N[C@@H](C)C=1N(N=CN1)C1=NC=CC=N1 1-(2,4-dichloropyrimidin-5-yl)-3-[(1S)-1-(2-pyrimidin-2-yl-1,2,4-triazol-3-yl)ethyl]urea